BrC1=CN(C=2N=CN=C(C21)NCC2=CC=CC(=N2)C2CCN(CC2)C(=O)OC(C)(C)C)COCC[Si](C)(C)C Tert-butyl 4-(6-(((5-bromo-7-((2-(trimethylsilyl)ethoxy)methyl)-7H-pyrrolo[2,3-d]pyrimidin-4-yl)amino)methyl)pyridin-2-yl)piperidine-1-carboxylate